COC1=C(C=C(C=C1)OC1=NC=C(C=C1)C(F)(F)F)NC(=O)[C@@H]1N(C(NC1)=O)C (R)-N-(2-Methoxy-5-((5-(trifluoromethyl)pyridin-2-yl)oxy)phenyl)-3-methyl-2-oxoimidazolidine-4-carboxamide